C1(CCCCC1)NC=1C2=C(N=CC1C=1C=NC=NC1)NC=C2 N-cyclohexyl-5-(pyrimidin-5-yl)-1H-pyrrolo[2,3-b]pyridin-4-amine